FC1=C(C=CC(=C1)C(F)(F)F)COC1CN(C1)C(=O)N1CC(CC1)C1=CN=CN1 [3-[[2-Fluoro-4-(trifluoromethyl)phenyl]methoxy]azetidin-1-yl]-[3-(1H-imidazol-5-yl)pyrrolidin-1-yl]methanone